tert-butyl-(R)-3-((tert-butoxycarbonyl)(3-(3-sulfamoylphenyl)imidazo[1,2-a]pyridin-6-yl)amino)piperidine-1-carboxylic acid C(C)(C)(C)[C@H]1N(CCCC1N(C=1C=CC=2N(C1)C(=CN2)C2=CC(=CC=C2)S(N)(=O)=O)C(=O)OC(C)(C)C)C(=O)O